COC1=CC=C(CNC(=O)NC2=CC=C(C=C2)C2=CN=C(O2)C)C=C1 1-(4-methoxybenzyl)-3-(4-(2-methyloxazol-5-yl)phenyl)urea